benzyl N-methyl-N-[3-(trifluoromethyl)-5,6-dihydro-4H-cyclopenta[b]thiophen-5-yl]carbamate CN(C(OCC1=CC=CC=C1)=O)C1CC2=C(SC=C2C(F)(F)F)C1